C(C)(C)C1=C(NC2=CC=C(C=C12)C1CCC(CC1)OC1=CC=NC=C1)C1=C2C(=NC=C1)NN=C2 4-(3-isopropyl-5-(4-(pyridin-4-yloxy)cyclohexyl)-1H-indol-2-yl)-1H-pyrazolo[3,4-b]pyridine